COC(=O)C=1OC(=CC1)C1=CC=2N(C=C1)N=CC2.ClC2=NC1=CC(=CC=C1C(=N2)Cl)OC 2,4-dichloro-7-methoxyquinazoline methyl-5-pyrazolo[1,5-a]pyridin-5-ylfuran-2-carboxylate